(R)-1-cyclopropyl-4-((1-(3-(difluoromethyl)-2-fluorophenyl)ethyl)amino)-6-(1-methylcyclopropyl)pyrido[3,4-d]pyridazin-7(6H)-one C1(CC1)C=1C=2C(C(=NN1)N[C@H](C)C1=C(C(=CC=C1)C(F)F)F)=CN(C(C2)=O)C2(CC2)C